O(C1=CC=CC=C1)CCOCC1CO1 2-[(2-phenoxyethoxy)methyl] ethylene oxide